Zinc 2,6-difluoro-3-nitrobenzoate FC1=C(C(=O)[O-])C(=CC=C1[N+](=O)[O-])F.[Zn+2].FC1=C(C(=O)[O-])C(=CC=C1[N+](=O)[O-])F